CC1=C(OC(C(=O)O)(C)C)C(=CC(=C1)CN1CCN(CC1)C1=NC=C(C=C1)C)C 2-(2,6-Dimethyl-4-((4-(5-methylpyridin-2-yl)piperazin-1-yl)methyl)phenoxy)-2-methylpropanoic acid